O1C2N(C=C1)C=CS2=O Thiazolo[2,3-b]oxazolone